C(C)(C)(C)N(C(O)=O)C=1SC(=C(N1)C1=CC(=C(C=C1)F)Cl)Br.NC=1SC(=C(N1)C1=CC(=C(C=C1)F)Cl)C#N 2-amino-4-(3-chloro-4-fluorophenyl)thiazole-5-carbonitrile tert-butyl-(5-bromo-4-(3-chloro-4-fluorophenyl)thiazol-2-yl)carbamate